4-(2-(2,6-dioxopiperidin-3-yl)-6-fluoro-1,3-dioxoisoindol-5-yl)piperazine O=C1NC(CCC1N1C(C2=CC(=C(C=C2C1=O)N1CCNCC1)F)=O)=O